1-((1S,3R)-3-(((tert-butyldimethylsilyl)oxy)methyl)-1-methyl-5-(1H-pyrazol-4-yl)-3,4-dihydroisoquinolin-2(1H)-yl)-2-(2,6-dichlorophenyl)ethan-1-one [Si](C)(C)(C(C)(C)C)OC[C@@H]1N([C@H](C2=CC=CC(=C2C1)C=1C=NNC1)C)C(CC1=C(C=CC=C1Cl)Cl)=O